ClC1=C(C=CC=C1)N1C(N=C(C2=CC=C(C=C12)OC(F)(F)F)NC1CC1)=O 1-(2-chlorophenyl)-4-(cyclopropyl-amino)-7-(trifluoromethoxy)quinazolin-2(1H)-one